6-methyl-2,5,6,7-tetrahydro-4H-pyrrolo[3,4-c]pyridin-4-one CC1CC=2C(C(N1)=O)=CNC2